C(C)(C)(C)OC(=O)N[C@H](COC(NC1CC1)=O)C=1C=CC(=C(C(=O)OC)C1)Cl methyl (S)-5-(1-((tert-butoxycarbonyl) amino)-2-((cyclopropylcarbamoyl) oxy) ethyl)-2-chlorobenzoate